N-(1,3-dioxolan-2-ylmethyl)-N-methylacrylamide O1C(OCC1)CN(C(C=C)=O)C